C(C=C)(=O)N1CC(CC1)N1N=C(C2=CC=CC(=C12)C(=O)N(C)C)C1=CC=C(C=C1)C(F)(F)F 1-(1-acryloylpyrrolidin-3-yl)-N,N-dimethyl-3-(4-(trifluoromethyl)-phenyl)-1H-indazole-7-carboxamide